ClC1=C(C=CC(=C1)OC(F)(F)F)C1CN(C1)C(=O)N1C[C@@H]2[C@@H](OCC(N2)=O)CC1 (4aR,8aS)-6-(3-(2-Chloro-4-(trifluoromethoxy)phenyl)azetidine-1-carbonyl)hexahydro-2H-pyrido[4,3-b][1,4]oxazin-3(4H)-one